2-(5,6-difluoro-3-oxo-2,3-dihydro-1H-inden-1-yl)malononitrile FC=1C=C2C(CC(C2=CC1F)C(C#N)C#N)=O